2-o-tolylacetonitrile C1(=C(C=CC=C1)CC#N)C